5-ethyl-6-fluoro-4-(8-fluoro-2-(((2r,7as)-2-fluoro-hexahydro-1H-pyrrolizin-7a-yl)methoxy)-4-(2,6-dioxa-9-azaspiro[3.6]dec-9-yl)pyrido[4,3-d]pyrimidin-7-yl)naphthalen-2-ol C(C)C1=C2C(=CC(=CC2=CC=C1F)O)C1=C(C=2N=C(N=C(C2C=N1)N1CCOCC2(COC2)C1)OC[C@]12CCCN2C[C@@H](C1)F)F